dimethylhexyl-methoxysilane C[Si](OC)(CCCCCC)C